(8-(3-isopropoxyphenyl)quinazolin-2-yl)-3-(tetrahydro-2H-pyran-4-yl)-2,3,4,5-tetrahydro-1H-benzo[d]azepin-7-amine C(C)(C)OC=1C=C(C=CC1)C=1C=CC=C2C=NC(=NC12)C1CN(CCC2=C1C=CC(=C2)N)C2CCOCC2